C(C1=CC=CC=C1)OC=1C=C2CCN(CC2=C(C1N1CC(NS1(=O)=O)=O)F)CCC=1C(=NN(C1C)C)C 5-(6-(benzyloxy)-8-fluoro-2-(2-(1,3,5-trimethyl-1H-pyrazol-4-yl)ethyl)-1,2,3,4-tetrahydroisoquinolin-7-yl)-1,2,5-thiadiazolidin-3-one 1,1-dioxide